5-[[2-(3-chloro-2-pyridyl)-5-methoxy-pyrazole-3-carbonyl]amino]-6-methyl-3H-benzotriazole-4-carboxamide ClC=1C(=NC=CC1)N1N=C(C=C1C(=O)NC1=C(C2=C(N=NN2)C=C1C)C(=O)N)OC